12-ethyl-8-isopentyl-4-oxa-8,12-diazadispiro[2.1.5.3]tridecan-13-one C(C)N1CC2(OC3(CC3)C1=O)CCN(CC2)CCC(C)C